NC/C(/COC1=CC=C(C=N1)S(=O)(=O)N1CCC(CC1)C(=O)O)=C\F 1-[6-((E)-2-aminomethyl-3-fluoro-allyloxy)-pyridine-3-sulfonyl]-piperidine-4-carboxylic acid